CN1C2=C(NC(C1=O)=O)N=CC(=C2)C(NC)=O 1-methyl-7-(methylcarbamoyl)-2,3-dioxo-2,3-dihydropyrido[2,3-b]pyrazine